4-(4-((2-(2,6-dioxopiperidin-3-yl)-7-fluoro-1,3-dioxoisoindolin-5-yl)methyl)piperazin-1-yl)-N-(4-methyl-3-((4-(pyridin-3-yl)pyrimidin-2-yl)amino)phenyl)benzamide O=C1NC(CCC1N1C(C2=C(C=C(C=C2C1=O)CN1CCN(CC1)C1=CC=C(C(=O)NC2=CC(=C(C=C2)C)NC2=NC=CC(=N2)C=2C=NC=CC2)C=C1)F)=O)=O